C(C1=CC=CC=C1)NC=1C=C(C2=C(NC(N2C)=O)C1)OCCO[C@H]1CN(C[C@H](C1(F)F)C)C(=O)OC(C)(C)C tert-Butyl (3S,5R)-3-(2-((6-(benzylamino)-3-methyl-2-oxo-2,3-dihydro-1H-benzo[d]imidazol-4-yl)oxy)ethoxy)-4,4-difluoro-5-methylpiperidine-1-carboxylate